N1=C(C=CC=C1)C#CC1=CC=C(C=C1)C1=CC(=NO1)CN1C(=NC=C1)[C@H](C)O (S)-1-(1-((5-(4-(pyridin-2-ylethynyl)phenyl)isoxazol-3-yl)methyl)-1H-imidazole-2-yl)ethan-1-ol